NC=1C=C(C=C2C=CC=NC12)[C@H](C)NC1=NC(=NC2=CC(=C(C=C12)O[C@@H]1COCC1)OC)C N-((S)-1-(8-aminoquinolin-6-yl)ethyl)-7-methoxy-2-methyl-6-(((S)-tetrahydrofuran-3-yl)oxy)quinazolin-4-amine